2-[2-[2-[2-[2-[2-[2-[2-(2-hydroxyethoxy)ethoxy]ethoxy]ethoxy]ethoxy]ethoxy]ethoxy] ethoxy]ethyl 4-methylbenzenesulfonate CC1=CC=C(C=C1)S(=O)(=O)OCCOCCOCCOCCOCCOCCOCCOCCOCCO